O=C1NC(CCC1N1C(C2=CC=C(C=C2C1=O)CCCOCCOCCC1=C(C=CC(=C1)C)S(=O)(=O)OCC1=NC(=NC=C1)C1=C(C=CC=C1)OC)=O)=O [2-(2-Methoxyphenyl)pyrimidin-4-yl]methanol 2-[2-[3-[2-(2,6-dioxo-3-piperidyl)-1,3-dioxo-isoindolin-5-yl]propoxy]ethoxy]ethyl-4-methylbenzenesulfonate